N'-((S)-3-(6-(allyloxy)-2,3-dichlorophenyl)-3,4-dihydro-2H-pyrrol-5-yl)-5-oxopyrrolidine-3-carboxylic acid hydrazide C(C=C)OC1=CC=C(C(=C1[C@H]1CN=C(C1)NNC(=O)C1CNC(C1)=O)Cl)Cl